C(C)OC1=NN(C2=NC(=CN=C21)N2CCC1(CC(N(C1)C1=CC(=NC=C1)C(F)(F)F)=O)CC2)C2OCCCC2 8-(3-ethoxy-1-(tetrahydro-2H-pyran-2-yl)-1H-pyrazolo[3,4-b]pyrazin-6-yl)-2-(2-(trifluoromethyl)pyridin-4-yl)-2,8-diazaspiro[4.5]decan-3-one